Methyl (S)-3-((2-(difluoromethoxy)propyl)amino)-4-nitrobenzoate FC(O[C@H](CNC=1C=C(C(=O)OC)C=CC1[N+](=O)[O-])C)F